9,10-bis(pyridin-4-yl)anthracene N1=CC=C(C=C1)C=1C2=CC=CC=C2C(=C2C=CC=CC12)C1=CC=NC=C1